C1(=CC=CC=C1)C1CCCC=2N1C1=NC(=CC=C1N2)C=2C=NC(=NC2)N2CC(NCC2)=O 4-(5-(9-phenyl-6,7,8,9-tetrahydroimidazo[1,2-a:5,4-b']dipyridin-2-yl)pyrimidin-2-yl)piperazin-2-one